COC(C1=CC(=CC(=C1)OC[C@@H]1COCC1)C=1SC(=CN1)C(C)C)=O 3-[5-(Prop-2-yl)-1,3-thiazol-2-yl]-5-[(3S)-tetrahydrofuran-3-ylmethoxy]benzoic acid methyl ester